ClC1=NC(=CC(=C1)C1(CC(C1)O)C1=NN=CN1C)Cl 3-(2,6-dichloropyridin-4-yl)-3-(4-methyl-4H-1,2,4-triazol-3-yl)cyclobutan-1-ol